ClC=1C=C2C=C(NC2=CC1OCC=1N=CSC1)CNC(=O)N1CC(C1)CO N-((5-chloro-6-(thiazol-4-ylmethoxy)-1H-indol-2-yl)methyl)-3-(hydroxymethyl)azetidine-1-carboxamide